BrC=1C=CC(=C(C1)S(=O)(=O)NC=1C(=C(C(=O)O)C=C(C1)C1CC1)O)N[C@H](C)C1CC1 (R)-3-((5-Bromo-2-((1-cyclopropylethyl)amino)phenyl)sulfonamido)-5-cyclopropyl-2-hydroxybenzoic acid